FC1=CC(=CC=2NC(=NC21)C2=CC(=CN2)C(=O)C2=C(C=CC=C2)C(F)(F)F)N2C[C@H](CCC2)NC (S)-(5-(4-fluoro-6-(3-(methylamino)piperidin-1-yl)-1H-benzo[d]imidazol-2-yl)-1H-pyrrol-3-yl)(2-(trifluoromethyl)phenyl)methanone